(1r,4r)-4-(2-(5-methoxy-1,2,3,4-tetrahydronaphthalen-2-yl)pentyl)cyclohexane-1-amine COC1=C2CCC(CC2=CC=C1)C(CC1CCC(CC1)N)CCC